(8-fluoro-6-(2-((3,3,3-trifluoropropyl)amino)-7H-pyrrolo[2,3-d]pyrimidin-5-yl)imidazo[1,2-a]pyridin-3-yl)methanol FC=1C=2N(C=C(C1)C1=CNC=3N=C(N=CC31)NCCC(F)(F)F)C(=CN2)CO